1-{2-[({8-Oxo-8-[(3Z,12Z)-pentadeca-3,12-dien-8-yloxy]octanoyl}oxy)methyl]-3-{[4-(pyrrolidin-1-yl)butanoyl]oxy}propyl} 8-(3Z,12Z)-pentadeca-3,12-dien-8-yl octanedioate C(CCCCCCC(=O)OC(CCC\C=C/CC)CCC\C=C/CC)(=O)OCC(COC(CCCN1CCCC1)=O)COC(CCCCCCC(OC(CCC\C=C/CC)CCC\C=C/CC)=O)=O